3-acetyl-5-propyldihydrofuran-2(3H)-one C(C)(=O)C1C(OC(C1)CCC)=O